1-(4-bromo-3-chlorophenyl)-3-methylpyrazin-2(1H)-one BrC1=C(C=C(C=C1)N1C(C(=NC=C1)C)=O)Cl